(5-(2-chloroacetamido)-2-methylpyridin-3-yl)-2-(1-(2-hydroxyethyl)-1H-pyrazol-4-yl)pyrazolo[5,1-b]Thiazole ClCC(=O)NC=1C=C(C(=NC1)C)C=1N2C(SC1C=1C=NN(C1)CCO)=CC=N2